4-(2-(2-aminopyridin-3-yl)-5-phenyl-3H-imidazo[4,5-b]pyridin-3-yl)-2-fluorobenzaldehyde NC1=NC=CC=C1C1=NC=2C(=NC(=CC2)C2=CC=CC=C2)N1C1=CC(=C(C=O)C=C1)F